4-neopentyl-2-(phenanthro[3,2-b]benzofuran-11-yl)pyridin-6-d C(C(C)(C)C)C1=CC(=NC(=C1)[2H])C1=CC=CC=2C3=C(OC21)C=C2C1=CC=CC=C1C=CC2=C3